Cl.FC(N1CCNCC1)(F)F 1-(Trifluoromethyl)piperazine hydrochloride